((5-isobutyl-3-(4-(1-(2-methyl-1H-imidazol-1-yl) ethyl) phenyl) thiophen-2-yl) sulfonyl) carbamate C(N)(OS(=O)(=O)C=1SC(=CC1C1=CC=C(C=C1)C(C)N1C(=NC=C1)C)CC(C)C)=O